2,6-difluoro-4-(((S)-1-(3-fluoropropyl)azetidin-3-yl)amino)benzene FC1=CC(=CC(=C1)NC1CN(C1)CCCF)F